C1(=CC=C(C=C1)COC=1C=C2CCC(CC2=CC1)CN(CCC)CCC)C1=CC=CC=C1 6-(4-biphenylyl)methoxy-2-(N,N-dipropylamino)methyl-tetralin